4-(chloromethyl)-2-methoxy-pyrimidine ClCC1=NC(=NC=C1)OC